ClC1=CC(=C2C(=N1)N(C=N2)[C@H]2[C@@H]([C@@H]([C@@H]1C[C@H]21)O)O)NCC (1R,2R,3S,4R,5S)-4-(5-chloro-7-(ethylamino)-3H-imidazo[4,5-b]pyridin-3-yl)bicyclo[3.1.0]hexane-2,3-diol